ClC1=C(C=CC(=C1)C(F)(F)F)COC1CN(C1)C(=O)N1CC(CC1)C1=NC=NN1 (+)-[3-[[2-Chloro-4-(trifluoromethyl)phenyl]methoxy]azetidin-1-yl]-[3-(1H-1,2,4-triazol-5-yl)pyrrolidin-1-yl]methanone